OCCOC1=CC=C(C(=O)OC=2C=CC34C=CCC3=CC2C4)C=C1 1H-3a,7-methanoazulen-6-yl 4-(2-hydroxyethoxy)benzoate